C(C1=CC=CC=C1)NC1=NC=NC(=C1/N=C/C1=C(C=C(C=C1)OCCN1CCN(CC1)C)Cl)OC1(CC1)C (E)-N-benzyl-5-((2-chloro-4-(2-(4-methylpiperazin-1-yl)ethoxy)benzylidene)amino)-6-(1-methylcyclopropoxy)pyrimidin-4-amine